(2R)-2-methylpiperazine C[C@H]1NCCNC1